OCC(C)(C)N1C(N(C2=C(C1=O)C(=C(S2)C=2OC=CN2)C)C[C@H](OC2CCOCC2)C2=C(C=CC=C2)OC)=O 3-(1-hydroxy-2-methylpropan-2-yl)-1-[(2R)-2-(2-methoxyphenyl)-2-(oxacyclohex-4-yloxy)ethyl]-5-methyl-6-(1,3-oxazol-2-yl)-1H,2H,3H,4H-thieno[2,3-d]pyrimidine-2,4-dione